1-[4-(cyanomethyl)-3-fluoro-1-[(4-phenylcyclohexyl)methyl]-4-piperidyl]-3-(cyclopropanecarbonylamino)pyrazole-4-carboxamide C(#N)CC1(C(CN(CC1)CC1CCC(CC1)C1=CC=CC=C1)F)N1N=C(C(=C1)C(=O)N)NC(=O)C1CC1